C(C)S(=O)(=O)C1=CC=C(C=C1)[C@H](CO)NC(=O)C=1N=CSC1 N-((R)-1-(4-(ethylsulfonyl)phenyl)-2-hydroxyethyl)thiazole-4-carboxamide